FN1C(=NC2=C(C1=O)C=NC=C2)SC Fluoro-2-(methylthio)pyrido[4,3-d]pyrimidin-4(3H)-one